C(C)OC(C(=O)C1=CC=C(C=C1)CC(C)(C)NC(C=C)=O)=O {4-[2-(acrylamido)-2-methylpropyl]Phenyl}(oxo)acetic acid ethyl ester